FC1(CCC(N(C1)C(C=O)C1=CN=C(S1)NC(OC(C)(C)C)=O)=O)F tert-butyl (5-(1-(5,5-difluoro-2-oxopiperidin-1-yl)-2-oxoethyl)thiazol-2-yl)carbamate